N-(2-((3-(2-isopropyl-2,3-dihydro-1H-pyrrolo[3,4-c]pyridin-6-yl)-1,2,4-thiadiazol-5-yl)amino)-5-(trifluoromethyl)pyridin-3-yl)-N-methylacetamide C(C)(C)N1CC=2C=NC(=CC2C1)C1=NSC(=N1)NC1=NC=C(C=C1N(C(C)=O)C)C(F)(F)F